C(C1=CC=CC=C1)S(=O)(=O)N[C@@H](CCCCN)C(=O)O Toluenesulfonyl-Lysine